CN(C(C(CC)(C)C)=O)CC1=C(C(=CC(=C1F)F)F)F N,2,2-trimethyl-N-(2,3,5,6-tetrafluorobenzyl)butanamide